CC1=NC(N(O1)O)C1=CC(=CC(=C1)[N+](=O)[O-])[N+](=O)[O-] 5-methylhydroxyl-3-(3,5-dinitrophenyl)-1,2,4-oxadiazole